5-cyano-1,2,6-trimethyl-4-oxo-1,4-dihydropyridine-3-carboxylic acid ethyl ester C(C)OC(=O)C1=C(N(C(=C(C1=O)C#N)C)C)C